C(C)C1=NC(=CC(N1)=O)C1=CC=CC=C1 2-ethyl-6-phenylpyrimidin-4(3H)-one